C(C)OC(=O)C1(OC2=C(C1O)C=C(C=C2)Br)C 5-bromo-3-hydroxy-2-methyl-2,3-dihydrobenzofuran-2-carboxylic acid ethyl ester